methyl 2-(3-iodo-phenyl)-2,6,6-trimethyl-7-oxo-heptanoate IC=1C=C(C=CC1)C(C(=O)OC)(CCCC(C=O)(C)C)C